tert-Butyl (4-(4-((6-(methoxymethoxy)-2-(4-(methoxymethoxy)phenyl)-1-oxidobenzo[b]-thiophen-3-yl)oxy)phenoxy)butyl)carbamate COCOC=1C=CC2=C(S(C(=C2OC2=CC=C(OCCCCNC(OC(C)(C)C)=O)C=C2)C2=CC=C(C=C2)OCOC)=O)C1